3-((2-(4-(N-(2-(dinonylamino)ethyl)-N-nonylglycyl)piperazin-1-yl)-2-oxoethyl)(tetradecyl)amino)propyl decanoate C(CCCCCCCCC)(=O)OCCCN(CCCCCCCCCCCCCC)CC(=O)N1CCN(CC1)C(CN(CCCCCCCCC)CCN(CCCCCCCCC)CCCCCCCCC)=O